COC(C1CCN(CC1)C1=CC=C(C=C1)[C@@H]1C=2C=CC=CC2CC[C@@H]1CC(C)C)OC (5R,6R)-5-(4-(4-(dimethoxymethyl)piperidin-1-yl)phenyl)-6-isobutyl-5,6,7,8-tetrahydronaphthalene